1-phenylpropenyl-2(1H)-quinoxalinone C1(=CC=CC=C1)C(=CC)N1C(C=NC2=CC=CC=C12)=O